C(C)OC(=O)C=1C2=C(NN1)COC1(C2)CCC1 4',7'-dihydro-1'H-spiro[cyclobutane-1,5'-pyrano[3,4-c]pyrazole]-3'-carboxylic acid ethyl ester